COC1=C(C=C(C(=C1)N1CCC(CC1)N1CCN(CC1)C)C=1C=NN(C1)C)NC1=NC(=C2N=CNC2=N1)NC=1C(=C2N=CC=NC2=CC1)P(C)(C)=O (6-((2-((2-methoxy-5-(1-methyl-1H-pyrazol-4-yl)-4-(4-(4-methylpiperazin-1-yl)piperidin-1-yl)phenyl)amino)-9H-purin-6-yl)amino)quinoxalin-5-yl)dimethyl-phosphine oxide